1-hydroxy-6-methyl-4-((5-(4-(trifluoromethyl)phenyl)oxazol-2-yl)amino)pyridin-2(1H)-one ON1C(C=C(C=C1C)NC=1OC(=CN1)C1=CC=C(C=C1)C(F)(F)F)=O